(4-(2,5-dioxo-2,5-dihydro-1H-pyrrol-1-yl)butanoyl)-L-lysine O=C1N(C(C=C1)=O)CCCC(=O)N[C@@H](CCCCN)C(=O)O